tri(3-chloropropyl) phosphate P(=O)(OCCCCl)(OCCCCl)OCCCCl